2-(3-Methylphenyl)-1H-benzo[d]imidazole CC=1C=C(C=CC1)C1=NC2=C(N1)C=CC=C2